N-[(1R)-1-{6-(4-methylpiperazin-1-yl)pyridin-2-yl}ethyl]propionamide CN1CCN(CC1)C1=CC=CC(=N1)[C@@H](C)NC(CC)=O